FC1=C(C=CC(=C1F)C=1C=NNC1)C1=CC2=C(N=N1)N(N=N2)C2CC(NC(C2)(C)C)(C)C 6-[2,3-difluoro-4-(1H-pyrazol-4-yl)phenyl]-3-(2,2,6,6-tetramethylpiperidin-4-yl)-3H-[1,2,3]triazolo[4,5-c]pyridazine